(1-(2-cyclopropyl-5-methoxy-4-nitrophenyl)piperidin-4-yl)methanol C1(CC1)C1=C(C=C(C(=C1)[N+](=O)[O-])OC)N1CCC(CC1)CO